2-(6-isopropenyl-3-methylcyclohex-3-enyl)-5-propylbenzene-1,3-diol C(=C)(C)C1CC=C(CC1C1=C(C=C(C=C1O)CCC)O)C